(+)-6-(3-fluorophenoxy)carbonylamino-3-(2-(1-isopropyl-1H-pyrazol-4-yl)ethyl)amino-1,2,3,4-tetrahydro-9H-carbazole FC=1C=C(OC(=O)NC=2C=C3C=4CC(CCC4NC3=CC2)NCCC=2C=NN(C2)C(C)C)C=CC1